C(C1=CC=CC=C1)OC([C@@H](NC(=O)OC(C)(C)C)CO)=O N-t-butoxycarbonyl-serine benzyl ester